3-nitro-4-(trifluoromethoxy)aniline [N+](=O)([O-])C=1C=C(N)C=CC1OC(F)(F)F